N1C(=CC2=CC=CC=C12)C(=O)N1CC=2N(CC1)N=CC2C(=O)NC2(CC2)COC 5-(1H-indole-2-carbonyl)-N-[1-(methoxymethyl)cyclopropyl]-4H,5H,6H,7H-pyrazolo[1,5-a]pyrazine-3-carboxamide